3-fluoro-2-[4-[[(1s,3r)-3-hydroxycyclohexyl]amino]pyrido[3,4-d]pyridazin-1-yl]-5-(trifluoromethyl)phenol FC=1C(=C(C=C(C1)C(F)(F)F)O)C1=C2C(=C(N=N1)N[C@@H]1C[C@@H](CCC1)O)C=NC=C2